tertButyl 4-(2-(2,6-dioxopiperidin-3-yl)1-oxoisoindolin-5-yl)piperidine-1-carboxylate O=C1NC(CCC1N1C(C2=CC=C(C=C2C1)C1CCN(CC1)C(=O)OC(C)(C)C)=O)=O